C(C)(C)(C)OC(=O)N1N=CC=C1C(=O)O 1-(tert-butoxycarbonyl)-1H-pyrazole-5-carboxylic acid